mercaptomethylthiomethyl-1,3-dithietane SCSCC1SCS1